C(C)OC(C1=CC(=C(C=C1)Cl)C1=NN(C=C1N)C)=O 3-(4-amino-1-methyl-1H-pyrazol-3-yl)-4-chlorobenzoic acid ethyl ester